CN1CCN(CC1)C1=NC2=C(N1C(=O)NCCCC1(CC1)C(F)(F)F)C=CC=C2 (4-Methylpiperazin-1-yl)-N-(3-(1-(trifluoromethyl)cyclopropyl)propyl)-1H-benzo[d]imidazole-1-carboxamide